The molecule is a monoterpenoid indole alkaloid with formula C22H26N2O3, isolated from several Tabernaemontana species. It is a monoterpenoid indole alkaloid, a tertiary amino compound, a primary alcohol, a methyl ester and an organic heteropentacyclic compound. C/C=C\\1/CN2[C@H]3C[C@@H]1[C@@]([C@@H]2CC4=C3N(C5=CC=CC=C45)C)(CO)C(=O)OC